aluminium water aluminium [Al].O.[Al]